FC1(C(CNCC1)CCOC=1C=C(CC2=CC(=CC(=N2)C(=O)NC)C(=O)N[C@@H]2[C@H](C2)C)C=CC1)F 6-(3-(2-(4,4-difluoropiperidin-3-yl)ethoxy)benzyl)-N2-methyl-N4-((1S,2S)-2-methylcyclopropyl)pyridine-2,4-dicarboxamide